FC1=NC=CC(=C1)Br 2-Fluoro-4-bromo-pyridine